Cyclohexan-Carbonitril C1(CCCCC1)C#N